C(C=C)(=O)OCCC normal propyl acrylate